rac-benzyl ((2S,3R,4R)-1-acetyl-2-ethyl-3-methyl-6-(methylcarbamoyl)-1,2,3,4-tetrahydroquinolin-4-yl)carbamate C(C)(=O)N1[C@H]([C@@H]([C@H](C2=CC(=CC=C12)C(NC)=O)NC(OCC1=CC=CC=C1)=O)C)CC |r|